2-benzylspiro[1,3-dihydroisoquinoline-4,1'-cyclohexane] C(C1=CC=CC=C1)N1CC2=CC=CC=C2C2(CCCCC2)C1